C1(CC1)C(=O)N1CC(CCC1)C#CC1=CC2=C(N=C3N2[C@H]2C4=C(C(N([C@@H]3C2)C([2H])([2H])[2H])=O)C=CC=C4OC(F)F)C=C1 (7R,14R)-11-((1-(cyclopropanecarbonyl)piperidin-3-yl)ethynyl)-1-(difluoromethoxy)-6-(methyl-d3)-6,7-dihydro-7,14-methanobenzo[f]benzo[4,5]imidazo[1,2-a][1,4]diazocin-5(14H)-one